BrC1=CC=C(C(=N1)NC(=O)[C@H]1N([C@@H]2C[C@@]2(C1)C)C(CN1N=C(C2=CC(=CC=C12)C=1C=NC(=NC1)C)C(=O)NCC#C)=O)C 1-(2-((1R,3S,5R)-3-((6-bromo-3-methylpyridin-2-yl)carbamoyl)-5-methyl-2-azabicyclo[3.1.0]hexan-2-yl)-2-oxoethyl)-5-(2-methylpyrimidin-5-yl)-N-(prop-2-yn-1-yl)-1H-indazole-3-carboxamide